p-fluorobenzylamine C1=CC(=CC=C1CN)F